N[C@@H]1CN(CC[C@H]1F)C1=NC2=C(N1CC(=O)N1C[C@@H](CC1)C)C=C(C=C2)F 2-(2-((3R,4R)-3-amino-4-fluoropiperidin-1-yl)-6-fluoro-1H-benzo[d]imidazol-1-yl)-1-((R)-3-methylpyrrolidin-1-yl)ethan-1-one